methoxyethanol tert-butyl-rac-(1R,2S,3R,5S)-3-(difluoromethoxy)-2-(tritylamino)-8-azabicyclo[3.2.1]octane-8-carboxylate C(C)(C)(C)[C@@]12[C@@H]([C@@H](C[C@H](CC1)N2C(=O)OC(C)OC)OC(F)F)NC(C2=CC=CC=C2)(C2=CC=CC=C2)C2=CC=CC=C2 |r|